(R,E)-N-(3-Bromo-5-methylbenzylidene)-2-methylpropane-2-sulfinamide BrC=1C=C(\C=N\[S@](=O)C(C)(C)C)C=C(C1)C